1-[5-methyl-1-[4-(trifluoromethyl)phenyl]pyrazol-3-yl]piperazine CC1=CC(=NN1C1=CC=C(C=C1)C(F)(F)F)N1CCNCC1